NCCOCCOCCOCCOCCNC1=C2CN(C(C2=CC=C1)=O)C1C(NC(CC1)=O)=O 3-[4-(15-amino-4,7,10,13-tetraoxa-1-azapentadecan-1-yl)-1-oxo-2,3-dihydro-1H-isoindol-2-yl]piperidine-2,6-dione